tert-butyl (1R,5S,6r)-6-{methyl[1-(trifluoromethyl)cyclopropyl]carbamoyl}-3-azabicyclo[3.1.0]hexane-3-carboxylate CN(C(=O)C1[C@H]2CN(C[C@@H]12)C(=O)OC(C)(C)C)C1(CC1)C(F)(F)F